FC=1C=C2CCCN(C2=CC1)C=1C=NC=2CCN(CC2C1)C=1C(=CC=2N(N1)C(C=CN2)=O)C 7-(3-(6-fluoro-3,4-dihydroquinolin-1(2H)-yl)-7,8-dihydro-1,6-naphthyridin-6(5H)-yl)-8-methyl-4H-pyrimido[1,2-b]pyridazin-4-one